(R)-2-(trifluoromethyl)azetidine 4-methylbenzenesulfonate CC1=CC=C(C=C1)S(=O)(=O)O.FC([C@@H]1NCC1)(F)F